C(C)(C)(C)N1N=C(C2=C1CCCCC2)I tert-butyl-3-iodo-1H,4H,5H,6H,7H,8H-cyclohepta[c]pyrazole